nicotinamide N-oxide C1=CC(=C[N+](=C1)[O-])C(=O)N